benzyl 4-{4-[(tert-butoxycarbonyl)amino]-2-(methylsulfanyl)-1,3-thiazole-5-amido}piperidine-1-carboxylate C(C)(C)(C)OC(=O)NC=1N=C(SC1C(=O)NC1CCN(CC1)C(=O)OCC1=CC=CC=C1)SC